N-(((1R,2S)-2-aminocyclobutyl)methyl)-6-chloro-3,4-dihydroisoquinoline N[C@@H]1[C@H](CC1)CN1CC2=CC=C(C=C2CC1)Cl